2-Cyano-2-propylpentanoic acid ethyl ester C(C)OC(C(CCC)(CCC)C#N)=O